{4-[4-(2,6-dioxopiperidin-3-yl)phenoxy]piperidin-1-yl}carboxylic acid tert-butyl ester C(C)(C)(C)OC(=O)N1CCC(CC1)OC1=CC=C(C=C1)C1C(NC(CC1)=O)=O